BrC1=C2C(=NC=C1)N(C(=C2)C)S(=O)(=O)C2=CC=C(C)C=C2 4-bromo-2-methyl-1-tosyl-1H-pyrrolo[2,3-b]Pyridine